2-[3-(6-methyl-2-pyridyl)-1H-pyrazol-4-yl]-7-(5,6,7,8-tetrahydroimidazo[1,2-a]pyrazin-3-yl)-1,5-naphthyridine CC1=CC=CC(=N1)C1=NNC=C1C1=NC2=CC(=CN=C2C=C1)C1=CN=C2N1CCNC2